C(C)(C)(C)OC(=O)NCC1(CC(C1)(F)F)C(=O)NC=1C=CC(=NC1)C=1N=NN(C1NC(O[C@H](C)C=1C(=NC=C(C1)F)Cl)=O)C (R)-1-(2-chloro-5-fluoropyridin-3-yl)ethyl (4-(5-(1-(((tert-butoxycarbonyl)amino)methyl)-3,3-difluorocyclobutane-1-carboxamido)pyridin-2-yl)-1-methyl-1H-1,2,3-triazol-5-yl)carbamate